(Z)-4-amino-4-(furan-2-yl)but-3-en-2-one N\C(=C/C(C)=O)\C=1OC=CC1